1-(4-(trifluoromethyl)phenyl)-1,2,3,4-tetrahydroquinoxaline FC(C1=CC=C(C=C1)N1CCNC2=CC=CC=C12)(F)F